2-((4-((R)-2-(4-(cyclopropylcarbonyl)-2-fluorophenyl)-2H-chromen-8-yl)piperidin-1-yl)methyl)-1-(((S)-oxetan-2-yl)methyl)-1H-benzo[d]imidazole-6-carboxylic acid C1(CC1)C(=O)C1=CC(=C(C=C1)[C@@H]1OC2=C(C=CC=C2C=C1)C1CCN(CC1)CC1=NC2=C(N1C[C@H]1OCC1)C=C(C=C2)C(=O)O)F